1,3,5-tri(4-tertiary butyl-3-hydroxy-2,6-dimethyl-benzyl)-1,3,5-triazine-2,4,6(1H,3H,5H)-trione C(C)(C)(C)C1=C(C(=C(CN2C(N(C(N(C2=O)CC2=C(C(=C(C=C2C)C(C)(C)C)O)C)=O)CC2=C(C(=C(C=C2C)C(C)(C)C)O)C)=O)C(=C1)C)C)O